2-Amino-N-(1-{8-chloro-5-[4-(methylsulfonyl)phenyl]imidazo[1,5-a]pyridin-6-yl}ethyl)pyrazolo[1,5-a]pyrimidine-3-carboxamide trifluoroacetate salt FC(C(=O)O)(F)F.NC1=NN2C(N=CC=C2)=C1C(=O)NC(C)C=1C=C(C=2N(C1C1=CC=C(C=C1)S(=O)(=O)C)C=NC2)Cl